(S)-2-Amino-4-(4-(2,2-difluoroethyl)-1-((5-(difluoromethoxy)-7-methyl-1H-indol-4-yl)methyl)piperazin-2-yl)benzoic acid NC1=C(C(=O)O)C=CC(=C1)[C@@H]1N(CCN(C1)CC(F)F)CC1=C2C=CNC2=C(C=C1OC(F)F)C